((3,4-difluorophenyl)amino)-4-methoxycyclobut-3-ene-1,2-dione FC=1C=C(C=CC1F)NC=1C(C(C1OC)=O)=O